3-(3-methoxy-4-morpholino-anilino)-5-(methylamino)-6-(3-methylimidazo[4,5-c]pyridin-7-yl)pyrazine-2-carboxamide COC=1C=C(NC=2C(=NC(=C(N2)NC)C=2C3=C(C=NC2)N(C=N3)C)C(=O)N)C=CC1N1CCOCC1